octadeca-9,12-dien-1-yl 7-bromoheptanoate BrCCCCCCC(=O)OCCCCCCCCC=CCC=CCCCCC